CC(C)(C)S(=O)/N=C/C=1N=CN(C1)C (E)-2-methyl-N-((1-methyl-1H-imidazol-4-yl)methylene)propane-2-sulfinamide